C(CCCCCCCCCCCCCC)P(O)(O)OC1=C(C=CC=C1)C(C)(C)C1=C(C=CC=C1)O isopropylidenediphenol pentadecyl-phosphite